FC1=C2CCN(C2=CC(=C1)F)C 4,6-difluoro-N-methylindoline